CC1(CC(C1)NC1=NN2C(C=N1)=C(C=C2)C=2C=CC=1N(C2)C(=CN1)C(=O)N1CCCC1)C (6-(2-((3,3-dimethylcyclobutyl)amino)pyrrolo[2,1-f][1,2,4]triazin-5-yl)imidazo[1,2-a]pyridin-3-yl)(pyrrolidin-1-yl)methanone